C(=C)C1=CC=C(C=C1)C1=CC=CC=C1 para-vinyl-biphenyl